1-(1-(7-(7,8-difluoro-3-hydroxynaphthalen-1-yl)-8-fluoro-2-(((2R,7aS)-2-fluorotetrahydro-1H-pyrrolizin-7a(5H)-yl)methoxy)pyrido[4,3-d]pyrimidin-4-yl)piperidin-3-yl)methanesulfonamide FC1=CC=C2C=C(C=C(C2=C1F)C1=C(C=2N=C(N=C(C2C=N1)N1CC(CCC1)CS(=O)(=O)N)OC[C@]12CCCN2C[C@@H](C1)F)F)O